3-chloro-4-fluorobenzene ClC=1C=CC=CC1F